S-isopropyl-isothiourea sulfate S(=O)(=O)(O)O.C(C)(C)SC(N)=N